bis(N-ethoxy-2,2-dimethyl-propanamido)tin C(C)ON(C(C(C)(C)C)=O)[Sn]N(C(C(C)(C)C)=O)OCC